(2R,4R)-N-(5-(1-amino-3-cyclopropyl-1-(pyridin-4-yl)propyl)-2-fluorophenyl)-4-methoxy-4-(trifluoromethyl)pyrrolidine-2-carboxamide sodium [Na].NC(CCC1CC1)(C1=CC=NC=C1)C=1C=CC(=C(C1)NC(=O)[C@@H]1NC[C@](C1)(C(F)(F)F)OC)F